C(#N)C1=C(C=CC(=C1OC=1C=C2C(N(C=NC2=CC1)[C@H]1COC2(C1)CCNCC2)=O)F)NS(=O)(=O)N2CCCCC2 N-[2-cyano-4-fluoro-3-[3-[(3R)-1-oxa-8-azaspiro[4.5]decan-3-yl]-4-oxo-quinazolin-6-yl]oxy-phenyl]piperidine-1-sulfonamide